FC=1C=CC=C2C(=NN(C12)C1OCCCC1)CC=O 2-(7-fluoro-1-(tetrahydro-2H-pyran-2-yl)-1H-indazol-3-yl)acetaldehyde